methyl 2-(9-hydroxy-1,8-dioxo-2-(2-(phenylsulfonyl)ethyl)-1,3,4,8-tetrahydro-2H-pyrazino[1,2-c]pyrimidin-6-yl)pyrrolidine-1-carboxylate OC1=C2N(C(=NC1=O)C1N(CCC1)C(=O)OC)CCN(C2=O)CCS(=O)(=O)C2=CC=CC=C2